(R)-2-(2,2-diphenylacetamido)-N-hydroxy-2-(4-methoxyphenyl)acetamide C1(=CC=CC=C1)C(C(=O)N[C@@H](C(=O)NO)C1=CC=C(C=C1)OC)C1=CC=CC=C1